(3,4-dichloro-phenyl)-((S)-3-propyl-pyrrolidin-3-yl)-methanone hydrochloride Cl.ClC=1C=C(C=CC1Cl)C(=O)[C@@]1(CNCC1)CCC